4-chloro-2-fluoro-5-(hydroxymethyl)benzene ClC1=CC(=CC=C1CO)F